(7S)-7-tert-butyl-N-[(1R)-3-(4-hydroxy-1-piperidyl)-1-[3-(pyrrolidin-3-ylmethylcarbamoyl)phenyl]propyl]-5,6,7,8-tetrahydrothiazolo[5,4-b]quinoline-2-carboxamide C(C)(C)(C)[C@@H]1CC=2C=C3C(=NC2CC1)SC(=N3)C(=O)N[C@H](CCN3CCC(CC3)O)C3=CC(=CC=C3)C(NCC3CNCC3)=O